C(C)(C)(C)OC(N(C)CC1=CC(=CC(=C1)N1[C@@H](CCC1)C)Br)=O (R)-(3-bromo-5-(2-methylpyrrolidin-1-yl)benzyl)(methyl)carbamic acid tert-butyl ester